C1(CC1)CN1C=NC=2N(C(N(C(C12)=O)CC1CCC(CC1)(C)O)=O)C 7-(cyclopropylmethyl)-1-(((1s,4s)-4-hydroxy-4-methylcyclohexyl)methyl)-3-methyl-1H-purine-2,6(3h,7h)-dione